Hexane-6-yl-(4-methoxy-2-thienyl)methanone TFA salt OC(=O)C(F)(F)F.CCCCCCC(=O)C=1SC=C(C1)OC